threonine sodium salt [Na+].N[C@@H]([C@H](O)C)C(=O)[O-]